FC(C(C)(C)O)(F)C=1C(=C(C=CC1)[C@@H](C)NC1=NC(=NC2=CC3=C(C=C12)N(C(C3(C)OCC)=O)C)C)F 4-(((R)-1-(3-(1,1-difluoro-2-hydroxy-2-methylpropyl)-2-fluorophenyl)ethyl)amino)-8-ethoxy-2,6,8-trimethyl-6,8-dihydro-7H-pyrrolo[2,3-g]quinazolin-7-one